[Na+].ICCCS(=O)(=O)[O-] 3-iodopropylsulfonic acid, sodium salt